O[C@@H]1C(O[C@H]([C@@]12CCS2)N2C(NC(C=C2)=O)=O)=C 1-((4R,5R,8R)-8-hydroxy-7-methylene-6-oxa-1-thiaspiro[3.4]oct-5-yl)pyrimidine-2,4(1H,3H)-dione